N,N,N',N',N''-pentakis-propoxymethyl-[1,3,5]triazine-2,4,6-triamine C(CC)OCN(C1=NC(=NC(=N1)N(COCCC)COCCC)NCOCCC)COCCC